BrC=1C=NN2C1C1=C(CCC2)SC(=C1)C(=O)O 1-bromo-6,7-dihydro-5H-pyrazolo[1,5-a]thieno[3,2-c]azepine-9-carboxylic acid